ClC1=CC(=C(C2=C1N(N=N2)C)C)[C@H](CC(=O)OCC)C=2C=C1CCCC1=C(C2)CN2C[C@H](OC1=C([C@@H]2C)N=CC=C1)CC |o1:12| Ethyl (3R*)-3-(7-chloro-1,4-dimethyl-1H-benzotriazol-5-yl)-3-(7-{[(2R,5S)-2-ethyl-5-methyl-2,3-dihydropyrido[2,3-f][1,4]oxazepin-4(5H)-yl]methyl}-2,3-dihydro-1H-inden-5-yl)propanoate